2,3,6,7-tetramethyl-9,10-di(2-naphthyl)anthracene CC1=CC2=C(C3=CC(=C(C=C3C(=C2C=C1C)C1=CC2=CC=CC=C2C=C1)C)C)C1=CC2=CC=CC=C2C=C1